CO[C@@]1([C@@H]2N(C1=O)C(=C(CS2)COC(=O)N)C(=O)O)NC(=O)CC3=CC=CS3 The molecule is a semisynthetic cephamycin antibiotic which, in addition to the methoxy group at the 7alpha position, has 2-thienylacetamido and carbamoyloxymethyl side-groups. It is resistant to beta-lactamase. It has a role as an antibacterial drug. It is a cephalosporin, a semisynthetic derivative, a beta-lactam antibiotic allergen and a cephamycin. It is a conjugate acid of a cefoxitin(1-).